trans-3-[3-fluoro-4-[4-[[1-[4-[[5-fluoro-4-(3-phenylphenyl)pyrimidin-2-yl]amino]cyclohexanecarbonyl]-4-hydroxy-4-piperidyl]methyl]piperazin-1-yl]anilino]piperidine-2,6-dione FC=1C=C(NC2C(NC(CC2)=O)=O)C=CC1N1CCN(CC1)CC1(CCN(CC1)C(=O)[C@@H]1CC[C@H](CC1)NC1=NC=C(C(=N1)C1=CC(=CC=C1)C1=CC=CC=C1)F)O